OCCN1CCN(CC1)C1=CC(=C(C=C1)NC=1N=CC=2N(C(C3=C(N(C2N1)C)SC(=N3)C)=O)C)OC 6-((4-(4-(2-hydroxyethyl)piperazin-1-yl)-2-methoxyphenyl)amino)-2,4,9-trimethyl-4,9-dihydro-10H-pyrimido[5,4-b]thiazolo[5,4-e][1,4]diazepin-10-one